FC1=CC(=CC2=C1N(C=N2)C)OC2=C(C=C(C=C2)NC=2C1=C(N=CN2)C=NC(=N1)S(=O)(=O)C)C N-(4-((7-fluoro-1-methyl-1H-benzo[d]imidazol-5-yl)oxy)-3-methylphenyl)-6-(methylsulfonyl)pyrimido[5,4-d]pyrimidin-4-amine